N-(3-chloro-5-(methylsulfonyl)phenyl)-5-methyl-1-(pyridin-2-yl)-1H-pyrrole-3-carboxamide ClC=1C=C(C=C(C1)S(=O)(=O)C)NC(=O)C1=CN(C(=C1)C)C1=NC=CC=C1